C(C)N(CCN(CCN(C)CC)C)C N,N''-diethyl-N,N',N''-trimethyldiethylenetriamine